C(C1=CC=CC=C1)C1N(CCC1)C1=NC(=CC(=N1)N1CC(OCC1)C(F)F)OCC1=CC=C(C=C1)OC 4-(2-(2-benzylpyrrolidin-1-yl)-6-((4-methoxybenzyl)oxy)pyrimidin-4-yl)-2-(difluoromethyl)morpholine